CC1=C(C=2N(C=C1C1=C(C(=NN1)C=1SC(=C(N1)C)C1CCN(CC1)C)CC(F)(F)F)N=CN2)C 2-(5-(7,8-dimethyl-[1,2,4]triazolo[1,5-a]pyridin-6-yl)-4-(2,2,2-trifluoroethyl)-1H-pyrazol-3-yl)-4-methyl-5-(1-methylpiperidin-4-yl)thiazole